P(=O)(OC=1C=CC=C2C(=CNC12)CCN(CCC)CC)([O-])[O-] 3-(2-(ethyl (propyl) amino) ethyl)-1H-indol-7-yl phosphate